Cl.N1=NC(=CC=C1)N1C[C@H](CCC1)N (3S)-1-(pyridazin-3-yl)piperidin-3-amine hydrochloride